5-amino-8-(2,6-dimethyl-4-pyridinyl)-7-(4-fluorophenyl)-2-(2-phenylethyl)-[1,2,4]triazolo[4,3-c]pyrimidin-3-one NC1=NC(=C(C=2N1C(N(N2)CCC2=CC=CC=C2)=O)C2=CC(=NC(=C2)C)C)C2=CC=C(C=C2)F